6-(5-Methoxy-2-methylphenyl)-2-(pyridin-2-yl)-5,6,7,8-tetrahydrophthalazin-1(2H)-one COC=1C=CC(=C(C1)C1CC=2C=NN(C(C2CC1)=O)C1=NC=CC=C1)C